(4S,5R)-4-amino-5-([4-[3-(4-[3-[1-(2,6-dioxopiperidin-3-yl)-3-methyl-2-oxo-1,3-benzodiazol-4-yl]propoxy]butoxy)propyl]phenyl]meth-oxy)hexanamide hydrochloride Cl.N[C@@H](CCC(=O)N)[C@@H](C)OCC1=CC=C(C=C1)CCCOCCCCOCCCC1=CC=CC=2N(C(N(C21)C)=O)C2C(NC(CC2)=O)=O